N-methyl-2-(4-nitro-1H-pyrazol-1-yl)-N-(2-(p-tolyloxy)ethyl)acetamide CN(C(CN1N=CC(=C1)[N+](=O)[O-])=O)CCOC1=CC=C(C=C1)C